ClC1=C(C(=CC(=C1)[N+](=O)[O-])F)F 1-chloro-2,3-difluoro-5-nitrobenzene